C(C1=CC=CC=C1)OC1=C(C=CC(=C1)C(F)(F)F)C=1C=2N(C(=NN1)N[C@H]1CN(CCC1)C(=O)OC(C)(C)C)C=CC2 tert-butyl (R)-3-((1-(2-(benzyloxy)-4-(trifluoromethyl)phenyl)pyrrolo[1,2-d][1,2,4]triazin-4-yl)amino)piperidine-1-carboxylate